N1=NC=CC2=CC=CC=C12 Cinnolin